C(C)(C)C1=NN(C(C=2N1N=C(C2)NCC2=CC=C(C=C2)OC)=O)CC(=O)NC2=NC=NC=C2 2-(7-isopropyl-2-((4-methoxybenzyl)amino)-4-oxopyrazolo[1,5-d][1,2,4]triazin-5(4H)-yl)-N-(pyrimidin-4-yl)acetamide